CCCCCCCCCCCCCCCCC(=O)OC[C@H](COP(=O)(O)OC[C@H](CO)O)OC(=O)CCCCCCCCCCCCCCC 1-heptadecanoyl-2-hexadecanoyl-glycero-3-phospho-(1'-sn-glycerol)